IC1=CC=C(C=C1)N1C(CCCC1C(F)(F)F)=O 1-(4-iodophenyl)-6-(trifluoromethyl)piperidin-2-one